(3S)-1-[3-[5-(4-chloro-2-fluoro-phenyl)-2-pyridinyl]azetidine-1-carbonyl]pyrrolidine-3-carboxamide ClC1=CC(=C(C=C1)C=1C=CC(=NC1)C1CN(C1)C(=O)N1C[C@H](CC1)C(=O)N)F